tert-butyl (1R,5S,7r)-7-amino-3-oxa-9-azabicyclo[3.3.1]nonane-9-carboxylate NC1C[C@H]2COC[C@@H](C1)N2C(=O)OC(C)(C)C